6-(3-Chloro-phenyl)-pyrimidine-4-carboxylic acid (3-methyl-[1,2,4]thiadiazol-5-yl)-amide CC1=NSC(=N1)NC(=O)C1=NC=NC(=C1)C1=CC(=CC=C1)Cl